ethyl 2-methyl-5-oxo-6-(pyridin-4-ylmethyl)-5,6-dihydro-1,6-naphthyridine-3-carboxylate CC1=NC=2C=CN(C(C2C=C1C(=O)OCC)=O)CC1=CC=NC=C1